C(N)(=O)[C@@H]1C[C@@]2(CN1C(=O)OC(C)(C)C)C(NC1=C(C=CC=C12)Br)=O tert-butyl (3R,5'S)-5'-carbamoyl-7-bromo-2-oxospiro[indole-3,3'-pyrrolidine]-1'-carboxylate